(4-(1-ethyl-4-(trifluoromethyl)-1H-imidazol-2-yl)phenyl)methylamine C(C)N1C(=NC(=C1)C(F)(F)F)C1=CC=C(C=C1)CN